galactosyl-2-deoxy-2-[18F]fluoro-glucose C1([C@H](O)[C@@H](O)[C@@H](O)[C@H](O1)CO)C(=O)[C@@H]([C@@H](O)[C@H](O)[C@H](O)CO)[18F]